COC1=C2C=C(C=NC2=CC(=C1OC)OC)C1=CC=NC=C1 5,6,7-Trimethoxy-3-pyridin-4-yl-quinoline